[Co].[Si] silicon cobalt salt